C(C)(C)NCCN N-Iso-propyl-1,2-ethandiamin